FC1=C(C=CC(=C1)C#CC1=CC(=C(C=C1)C)F)C 2-fluoro-4-[2-(3-fluoro-4-methylphenyl)ethynyl]-1-methylbenzene